ClC1=CC(=NC2=CC(=C(C=C12)OC)OC)C1=CC=C(C=C1)N1CCN(CC1)C(=O)OC(C)(C)C tert-butyl 4-(4-(4-chloro-6,7-dimethoxyquinolin-2-yl)phenyl)piperazine-1-carboxylate